1-(4-(6-chloro-8-fluoro-7-(3-hydroxy-naphthalen-1-yl)-2-(2-morpholino-ethoxy)quinazolin-4-yl)piperazin-1-yl)prop-2-en-1-one ClC=1C=C2C(=NC(=NC2=C(C1C1=CC(=CC2=CC=CC=C12)O)F)OCCN1CCOCC1)N1CCN(CC1)C(C=C)=O